NC1=NC(=C(C=2N1C(N(N2)CCC2=CC=CC=C2)=O)C2=CC(=NC(=C2)C)N2CCC2)C2=CC=CC=C2 5-amino-8-(2-(azetidin-1-yl)-6-methylpyridin-4-yl)-2-phenethyl-7-phenyl-[1,2,4]triazolo[4,3-c]pyrimidin-3(2H)-one